2-(3-ethylsulfonylpyridin-2-yl)-6-(trifluoromethylsulfonyl)oxazolo[5,4-b]pyridine 4-oxide C(C)S(=O)(=O)C=1C(=NC=CC1)C=1OC2=[N+](C=C(C=C2N1)S(=O)(=O)C(F)(F)F)[O-]